C1(CC1)N1CCN(CC1)C1=C(C(=CC=C1)N)N 3-(4-cyclopropylpiperazin-1-yl)benzene-1,2-diamine